(2-(3,8-diazabicyclo[3.2.1]octan-8-yl)-6,7-dihydrothiazolo[5,4-c]pyridin-5(4H)-yl)(isoquinolin-1-yl)methanone C12CNCC(CC1)N2C=2SC=1CN(CCC1N2)C(=O)C2=NC=CC1=CC=CC=C21